5-(3-chloro-4-fluorophenyl)-3-(2-(3-fluoropyrrolidin-1-yl)-2-oxoethyl)-3H-pyrrolo[2,3-d]pyrimidin-4(7H)-one ClC=1C=C(C=CC1F)C1=CNC=2N=CN(C(C21)=O)CC(=O)N2CC(CC2)F